OC1=CC=C2C(CC(OC2=C1O)(C1=CC=CC=C1)O)=O 7,8,2-trihydroxyflavone